O=C1NC2=C(SC3=C1C=CC=C3)C=CC(=C2)C(=O)NCCC2CCNCC2 11-oxo-N-(2-(piperidin-4-yl)ethyl)-10,11-dihydrodibenzo[b,f][1,4]thiazepine-8-carboxamide